4-(2-{[(2r,7as)-2-fluoro-hexahydro-1H-pyrrolizin-7a-yl]methoxy}-4-{2-azabicyclo[2.2.1]hept-2-yl}-8-fluoroquinazolin-7-yl)-5-ethynyl-6-fluoronaphthalen-2-ol F[C@@H]1C[C@@]2(CCCN2C1)COC1=NC2=C(C(=CC=C2C(=N1)N1C2CCC(C1)C2)C2=CC(=CC1=CC=C(C(=C21)C#C)F)O)F